O[C@H]1[C@@]2(CCC1)CCC=1C2=NC=2N(C1N[C@@H]1C[C@H](CC1)NC(OC(C)(C)C)=O)N=CC2 tert-Butyl ((1S,3S)-3-(((1'S,2'R)-2'-hydroxy-6,7-dihydrospiro[cyclopenta[d]pyrazolo[1,5-a]pyrimidine-5,1'-cyclopentane]-8-yl)amino)cyclopentyl)carbamate